3-(5-Amino-6-(pyrimidin-4-yl)pyrazin-2-yl)-N-(3-(hydroxymethyl)bicyclo[1.1.1]pentan-1-yl)-4-(methyl-d3)benzenesulfonamide trifluoroacetate salt FC(C(=O)O)(F)F.NC=1N=CC(=NC1C1=NC=NC=C1)C=1C=C(C=CC1C([2H])([2H])[2H])S(=O)(=O)NC12CC(C1)(C2)CO